L-cysteinyl-L-tyrosyl-D-tryptophanyl-L-lysyl-L-threoninyl-L-cysteinyl-L-threonine N[C@@H](CS)C(=O)N[C@@H](CC1=CC=C(C=C1)O)C(=O)N[C@H](CC1=CNC2=CC=CC=C12)C(=O)N[C@@H](CCCCN)C(=O)N[C@@H]([C@H](O)C)C(=O)N[C@@H](CS)C(=O)N[C@@H]([C@H](O)C)C(=O)O